CC(C(=O)OC1=CC(=CC=C1)C)CC(=O)[O-].[Na+] sodium (3-methylphenyl) methylsuccinate